CC1=NOC(=C1CN1CCC(CC1)C=1C=C2CN(C(C2=CC1)=O)C1C(NC(CC1)=O)=O)C 3-(5-(1-((3,5-dimethylisoxazol-4-yl)methyl)piperidin-4-yl)-1-oxoisoindolin-2-yl)piperidine-2,6-dione